C(C(C)C)C1=CC=C(C=C1)[C@H](C(=O)OCCN(CCCC)CCCC)C 2-(dibutylamino)ethyl (R,S)-2-(p-isobutylphenyl)propionate